CC(CCCCCCCCCCCCCC)C 15-methylhexadecane